NC1=C(C=C(C=C1C(C)C)C(C1=CC(=CC(=C1)C(F)(F)F)C(F)(F)F)C1=CC(=C(C(=C1)C(C)C)N)C(C)C)C(C)C bis(4-amino-3,5-diisopropylphenyl)-1-(3,5-bis(trifluoromethyl)phenyl)methane